tert-butyl N-[2-(1,3-benzodioxol-5-yl)-1-methyl-2-oxo-ethyl]-N-methyl-carbamate O1COC2=C1C=CC(=C2)C(C(C)N(C(OC(C)(C)C)=O)C)=O